1-cyclopropyl-6-(difluoromethoxy)-1H-indole-2-carboxylic acid ethyl ester C(C)OC(=O)C=1N(C2=CC(=CC=C2C1)OC(F)F)C1CC1